(2R,3S,4S,5R,6R)-2-(4-amino-3-methylphenoxy)-6-(2-(diethoxyphosphoryl)ethyl)tetrahydro-2H-pyran-3,4,5-triyl triacetate C(C)(=O)O[C@@H]1[C@H](O[C@@H]([C@H]([C@@H]1OC(C)=O)OC(C)=O)CCP(=O)(OCC)OCC)OC1=CC(=C(C=C1)N)C